C(C)(=O)NC=1C(=C(C(=C(C(=O)NCC2OC(OC2)(C)C)C1I)I)C(=O)NCC1OC(OC1)(C)C)I 5-acetamido-N1,N3-bis((2,2-dimethyl-1,3-dioxolan-4-yl)methyl)-2,4,6-triiodo-isophthalamide